CN[C@H](CC(=O)[O-])C(=O)[O-] Anti-N-methyl-D-aspartate